FC1CN(C1)C1=NC=C(C=N1)[N+](=O)[O-] 2-(3-fluoroazetidin-1-yl)-5-nitropyrimidine